Cl.Cl.NC1CC2COCC(C1)N2C 7-Amino-9-methyl-3-oxa-9-azabicyclo[3.3.1]nonane dihydrochloride